1-pentanone hydrochloride Cl.C(CCCC)=O